C(C)(C)(C)OC(NC(CCOC1=CC=C(C=C1)Br)(C)C)=O N-[3-(4-bromophenoxy)-1,1-dimethyl-propyl]carbamic acid tert-butyl ester